C(C1=CC=CC=C1)(=O)O.CN1N=C2C=C(C(=CC2=C1)NC(=O)N1CCC=2C1=NC=CC2N2C[C@@H](NCC2)C)C (S)-N-(2,6-dimethyl-2H-indazol-5-yl)-4-(3-methylpiperazin-1-yl)-2,3-dihydro-1H-pyrrolo[2,3-b]pyridine-1-carboxamide benzoate